(2R,3S)-1-tert-butoxycarbonyl-3-fluoro-pyrrolidine-2-carboxylic acid C(C)(C)(C)OC(=O)N1[C@@H]([C@H](CC1)F)C(=O)O